C(C)N1C(CC[C@@]2(C3C(CCC12)C1CC[C@@H]([C@]1(C[C@@H]3O)C)[C@@H](C)O)C)=O (4aR,5S,6aS,7S)-1-ethyl-5-hydroxy-7-((R)-1-hydroxyethyl)-4a,6a-dimethylhexadecahydro-2H-indeno[5,4-f]quinolin-2-one